(3S,4R)-3-fluoro-1-[4-({8-[3-(methanesulfonylmeth-yl)azetidin-1-yl]-5-(propan-2-yl)-2,6-naphthyridin-3-yl}amino)pyrimidin-2-yl]-3-methylpiperidin-4-ol F[C@]1(CN(CC[C@H]1O)C1=NC=CC(=N1)NC=1N=CC2=C(C=NC(=C2C1)C(C)C)N1CC(C1)CS(=O)(=O)C)C